N-methyl-amine carbonate C(O)(O)=O.CN